COCC(=CC1=CN=CC(=N1)N1CCC(CC1)C(=O)OCC)COC Ethyl 1-(6-(3-methoxy-2-(methoxymethyl)prop-1-en-1-yl)pyrazin-2-yl)piperidine-4-carboxylate